NC=1C(=NC(=CN1)C1=CC=C(C=C1)N1CCN(CC1)CC)C=1C=C2CCNC(C2=CC1)=O 6-(3-amino-6-(4-(4-ethylpiperazin-1-yl)phenyl)pyrazin-2-yl)-3,4-dihydroisoquinolin-1(2H)-one